CN(C(CCCCCC)CCCCCCCC=CCC=CCCCCC)C N,N-dimethyltetracosan-15,18-dien-7-amine